3-[4-(2-Chloro-4-fluoro-benzoyl)-2-methyl-piperazin-1-yl]-4-methoxy-benzenesulfonyl chloride ClC1=C(C(=O)N2CC(N(CC2)C=2C=C(C=CC2OC)S(=O)(=O)Cl)C)C=CC(=C1)F